FC(C1=CC=C(CC2=CC(=NN2)C(=O)OCC)C=C1)(F)F ethyl 5-(4-(trifluoromethyl)benzyl)-1H-pyrazole-3-carboxylate